methyl 2-fluoro-3-formylbenzoate FC1=C(C(=O)OC)C=CC=C1C=O